FC=1C=CC2=C(N(C(N2)=O)CC2=CC=C(CNC(C)=O)C=C2)C1 N-(4-((6-fluoro-2-oxo-2,3-dihydro-1H-benzo[d]imidazol-1-yl)methyl)benzyl)acetamide